1-methyl-4-(3-methyl-4-nitrophenyl)-1H-imidazole CN1C=NC(=C1)C1=CC(=C(C=C1)[N+](=O)[O-])C